(S)-2-(6-(3-(5-(dimethylcarbamoyl)pyridin-2-yl)-1-tosyl-1H-pyrrolo[2,3-b]pyridin-5-yl)isoChroman-8-yl)pyrrolidine-1-carboxylate CN(C(=O)C=1C=CC(=NC1)C1=CN(C2=NC=C(C=C21)C=2C=C1CCOCC1=C(C2)[C@H]2N(CCC2)C(=O)[O-])S(=O)(=O)C2=CC=C(C)C=C2)C